amino-6-(2-methoxy-3-trifluoromethylpyridin-5-yl)pyrido[3,4-d]pyrimidine NC=1N=CC2=C(N1)C=NC(=C2)C=2C=C(C(=NC2)OC)C(F)(F)F